NCC=1C=C(OCC2(N(CC2)C(=O)OC(C)(C)C)C)C=CC1C tert-butyl 2-((3-(aminomethyl)-4-methylphenoxy)methyl)-2-methylazetidine-1-carboxylate